O1C(CCC1)C[C@]1(C[C@H](O)[C@@H](CO)O1)N1C(=O)NC(=O)C=C1 R-tetrahydrofuranylmethyl-2'-deoxyuridine